(3S)-3-(2-(5-(2-(dimethylamino)ethyl)-2-oxo-4-(trifluoromethyl)pyridin-1(2H)-yl)-4-methylpentanamido)-3-(4-fluoro-4'-methoxy-2',5,6'-trimethyl-[1,1'-biphenyl]-3-yl)propanoic acid CN(CCC=1C(=CC(N(C1)C(C(=O)N[C@@H](CC(=O)O)C=1C=C(C=C(C1F)C)C1=C(C=C(C=C1C)OC)C)CC(C)C)=O)C(F)(F)F)C